NC=1C(=NC=NC1Cl)NC1C(=C(C=CC1(N1C[C@@H](N([C@@H](C1)C)C)C)NC(CC1CCCCC1)=O)C1=CC=CC=C1)F N-(3-((5-amino-6-chloropyrimidin-4-yl)amino)-2-fluoro-4-((3S,5R)-3,4,5-trimethylpiperazin-1-yl)-[1,1'-biphenyl]-4-yl)-2-cyclohexylacetamide